2-[2,6-dimethyl-4-[3-[4-(methylsulfanyl)phenyl]-3-oxo-propyl]phenoxy]-2-methylpropanoic acid CC1=C(OC(C(=O)O)(C)C)C(=CC(=C1)CCC(=O)C1=CC=C(C=C1)SC)C